[OH-].C1(CCCCC1)(CC[N+]1(CCCC1)CC)CC[N+]1(CCCC1)CC.[OH-] (cyclohexane-diylbis(ethane-2,1-diyl))bis(1-ethylpyrrolidin-1-ium) hydroxide